(1R,2S,3R)-N-[7-chloro-6-[4-((3R,4R)-4-hydroxy-3-methyl-tetrahydrofuran-3-yl)piperazin-1-yl]-3-isoquinolinyl]-2-ethyl-3-(1-methylpyrazol-3-yl)cyclopropanecarboxamide ClC1=C(C=C2C=C(N=CC2=C1)NC(=O)[C@@H]1[C@H]([C@H]1C1=NN(C=C1)C)CC)N1CCN(CC1)[C@@]1(COC[C@@H]1O)C